oxthiolanone O1SC(CC1)=O